trimethylolpropane tris(α-bromoisobutyrate) BrC(C(=O)O)(C)C.BrC(C(=O)O)(C)C.BrC(C(=O)O)(C)C.C(O)C(CC)(CO)CO